ethyl 1-((5-(4-iodophenyl) isoxazol-3-yl) methyl)-1H-imidazole-2-carboxylate IC1=CC=C(C=C1)C1=CC(=NO1)CN1C(=NC=C1)C(=O)OCC